CC(=O)NCCCCNCCCNC(=O)C DIACETYLSPERMIDINE